(3-fluoro-8-(4-(trifluoromethyl)phenyl)imidazo[1,2-a]pyrazin-6-yl)methanamine FC1=CN=C2N1C=C(N=C2C2=CC=C(C=C2)C(F)(F)F)CN